NC12CCC(CC1)(C2)C(=O)OC methyl (1s,4s)-4-aminobicyclo[2.2.1]heptane-1-carboxylate